C1(CC1)NC(=O)C=1C=C(C(N(C1)CC1=CC(=CC=C1)[C@@H](C)O)=O)C(=O)NC |r| (+/-)-N5-cyclopropyl-1-(3-(1-hydroxyethyl)benzyl)-N3-methyl-2-oxo-1,2-dihydropyridine-3,5-dicarboxamide